N-mercaptopyrrole SN1C=CC=C1